2-fluoro-5-(4,4,5,5-tetramethyl-1,3,2-dioxaborolan-2-yl)naphthalen-1-amine FC1=C(C2=CC=CC(=C2C=C1)B1OC(C(O1)(C)C)(C)C)N